2-(2-(6-Oxa-3-azabicyclo[3.1.1]heptan-3-yl)-5-methyl-7-oxo-6-(piperazin-1-yl)-[1,2,4]triazolo[1,5-a]pyrimidin-4(7H)-yl)-N-(2-fluoro-4-(trifluoromethyl)phenyl)acetamide C12CN(CC(O1)C2)C2=NN1C(N(C(=C(C1=O)N1CCNCC1)C)CC(=O)NC1=C(C=C(C=C1)C(F)(F)F)F)=N2